C(C)(C)(C)C1N(C(C(=CC1)C1=CC=2C(=NC=CC2Cl)S1)C)C(=O)OC(CC(C)(C)CC)C t-amyl-2-propanol tert-butyl-5-(4-chlorothieno[2,3-b]pyridin-2-yl)-6-methyl-3,6-dihydro-pyridine-1(2H)-carboxylate